N-[[1-(Azetidin-3-ylmethyl)-1-ethyl-piperidin-1-ium-4-yl]methyl]-4-[[3-(2,3-difluoro-4-methoxy-phenyl)imidazo[1,2-a]pyrazin-8-yl]amino]-2-ethyl-benzamide formate C(=O)[O-].N1CC(C1)C[N+]1(CCC(CC1)CNC(C1=C(C=C(C=C1)NC=1C=2N(C=CN1)C(=CN2)C2=C(C(=C(C=C2)OC)F)F)CC)=O)CC